CC1=NN2C(N=C(C=C2N[C@@H]2C[C@@H](CCC2)NC(OC(C)(C)C)=O)C(F)(F)F)=C1 tert-butyl ((1R,3S)-3-((2-methyl-5-(trifluoromethyl)pyrazolo[1,5-a]pyrimidin-7-yl)amino)cyclohexyl)carbamate